4-((3-bromo-2-methylbenzyl)oxy)-5-chloro-2-hydroxybenzaldehyde BrC=1C(=C(COC2=CC(=C(C=O)C=C2Cl)O)C=CC1)C